O=C1NC(CCC1N1C(C2=CC=C(C=C2C1=O)N1CCC(CC1)CN1C(C=C(C=C1)C1=CC=C(C=C1)N(C(C)=O)C1CCC(CC1)NC1=NC2=CC=CC=C2C=N1)=O)=O)=O N-(4-(1-((1-(2-(2,6-dioxopiperidin-3-yl)-1,3-dioxoisoindolin-5-yl)piperidin-4-yl)methyl)-2-oxo-1,2-dihydropyridin-4-yl)phenyl)-N-((1r,4r)-4-(quinazolin-2-ylamino)cyclohexyl)acetamide